2-(4-((5-fluoro-4-(((1R,4R)-4-hydroxycyclohexyl)methoxy)pyrimidin-2-yl)amino)-5-methyl-1H-pyrazol-1-yl)-2-methylpropanenitrile FC=1C(=NC(=NC1)NC=1C=NN(C1C)C(C#N)(C)C)OCC1CCC(CC1)O